CN(C)CC=1C=C(C=CC1)C=1C=CC=C2C(=NC=NC12)N[C@H](CN1CCN(CC1)S(=O)(=O)C1=CC2=C(N=C(S2)C)C=C1)C 8-{3-[(dimethylamino)methyl]phenyl}-N-[(2S)-1-{4-[(2-methyl-1,3-benzothiazol-6-yl)sulfonyl]piperazin-1-yl}propan-2-yl]quinazolin-4-amine